OC1=CC=C(C[C@H]2C(N(C[C@@H]3N(O[C@@H](C(N32)=O)CC(C)C)C(\C=C\C3=NC=CC=C3)=O)C3CCN(CC3)C)=O)C=C1 (3R,6S,9aS)-6-(4-hydroxybenzyl)-3-isobutyl-8-(1-methylpiperidin-4-yl)-1-((E)-3-(pyridin-2-yl)acryloyl)tetrahydropyrazino[2,1-c][1,2,4]oxadiazine-4,7(3H,6H)-dione